CC1=CC2=C(C3=CC=CC=C3C(=C2C=C1)OC(C)C)OC(C)C 2-methyl-9,10-di(isopropoxy)anthracene